[Cl-].C(C)OC(=O)OC(C(=O)OC1CC2CCC(C1)[N+]21CCCC1)(C1=CC=CC=C1)C1=CC=CC=C1 3-(2-((ethoxycarbonyl)oxy)-2,2-diphenylacetoxy)spiro[bicyclo[3.2.1]octane-8,1'-pyrrolidin]-8-ium chloride